C(C1=CC=CC=C1)NC([C@H](CCCCNC(C(F)(F)F)=O)NC(OC(C)(C)C)=O)=O (S)-tert-Butyl (1-(benzylamino)-1-oxo-6-(2,2,2-trifluoroacetamido)hexan-2-yl)carbamate